C(C)(C)(C)[Si](C)(C)OC\C(=C\I)\C (E)-tert-butyl((3-iodo-2-methylallyl)oxy)dimethylsilane